ClC=1C(=C(C=CC1)C1(CN(CC1)C(=O)OCC1=CC=CC=C1)NC1=CC=C2C=CC=NC2=C1)C benzyl 3-(3-chloro-2-methylphenyl)-3-(quinolin-7-ylamino)pyrrolidine-1-carboxylate